bis(2,5-diallyloxyphenyl)diphenylphosphine oxide C(C=C)OC1=C(C=C(C=C1)OCC=C)C=1C(=C(C=CC1)P(C1=CC=CC=C1)=O)C1=C(C=CC(=C1)OCC=C)OCC=C